C1N(CCC2=CC=CC=C12)C[C@H](CN1C(C2=CC=C(C=C2CC1)N1CC(CCC1)CO)=O)O 2-[(2R)-3-(3,4-Dihydro-1H-isochinolin-2-yl)-2-hydroxy-propyl]-6-[3-(hydroxymethyl)-1-piperidyl]-3,4-dihydroisochinolin-1-on